O1CC(C1)N1C(N(CC1)C1CN(CCC1)C=1N=CC(=NC1)C(=O)N)=O 5-(3-(3-(oxetan-3-yl)-2-oxoImidazolin-1-yl)piperidin-1-yl)pyrazine-2-carboxamide